N-((2S)-1-(2-(3-amino-3-oxopropyl)-2-(2-chloro-2-fluoroacetyl)hydrazino)-3-cyclobutyl-1-oxopropan-2-yl)-1H-benzo[d]imidazole-2-carboxamide NC(CCN(NC([C@H](CC1CCC1)NC(=O)C1=NC2=C(N1)C=CC=C2)=O)C(C(F)Cl)=O)=O